6-cyano-2,2-dimethyltetrahydrofurano[3,4-d][1,3]dioxole C(#N)C1OCC2C1OC(O2)(C)C